OCC (hydroxymethyl)methane